(1S,4S)-2,5-diaza-bicyclo[2.2.1]heptane-2-carboxylic acid tert-butyl ester C(C)(C)(C)OC(=O)N1[C@@H]2CN[C@H](C1)C2